cyclopropylmethyl thiol C1(CC1)CS